C(C)OC(=O)C1CC(CC(C1)=O)=O 3,5-dioxocyclohexanecarboxylic acid ethyl ester